CN1C(=NC2=C1C=CC(=C2)OC2=CC(=NC=C2)C=2NC(=CN2)C(F)(F)F)NC2=CC=C(C=C2)C(F)(F)F 1-methyl-5-((2-(5-(trifluoromethyl)-1H-imidazol-2-yl)pyridin-4-yl)oxy)-N-(4-(trifluoromethyl)phenyl)-1H-benzo[d]imidazol-2-amine